pyrene-acetic acid C1(=CC=C2C=CC3=CC=CC4=CC=C1C2=C34)CC(=O)O